N-((1R,4r)-4-((3-(3-((R)-3-aminopyrrolidin-1-yl)propoxy)propyl)carbamoyl)cyclohexyl)-6-(5-cyano-1H-pyrrolo[2,3-b]pyridin-1-yl)-4-(isopropylamino)nicotinamide N[C@H]1CN(CC1)CCCOCCCNC(=O)C1CCC(CC1)NC(C1=CN=C(C=C1NC(C)C)N1C=CC=2C1=NC=C(C2)C#N)=O